1-([1,1'-Biphenyl]-4-yl)ethan-1-one C1(=CC=C(C=C1)C(C)=O)C1=CC=CC=C1